C(#N)C1=C(N(C=2NCCCC21)CC2=CC(=CC=C2)C(F)(F)F)C(=O)N 3-cyano-1-(3-(trifluoromethyl)benzyl)-4,5,6,7-tetrahydro-1H-pyrrolo[2,3-b]pyridine-2-carboxamide